N-methyl-N-(1-(((R)-1-methylazetidin-2-yl)sulfonyl)azetidine-3-carbonyl)-L-valine methyl ester COC([C@@H](N(C(=O)C1CN(C1)S(=O)(=O)[C@H]1N(CC1)C)C)C(C)C)=O